dibutyl cis-cyclohex-4-ene-1,2-dicarboxylate [C@@H]1([C@H](CC=CC1)C(=O)OCCCC)C(=O)OCCCC